N-((4-methoxy-1-(pyridin-3-ylsulfonyl)-5-(2,4,6-trifluorophenyl)-1H-pyrrol-3-yl)methyl)methan-d3-amine COC=1C(=CN(C1C1=C(C=C(C=C1F)F)F)S(=O)(=O)C=1C=NC=CC1)CNC([2H])([2H])[2H]